1-(3-cyano-2-methylpyridin-4-yl)-N-(5-cyano-6-(2H-1,2,3-triazol-2-yl)pyridin-3-Yl)-5-(trifluoromethyl)-1H-pyrazole-4-carboxamide C(#N)C=1C(=NC=CC1N1N=CC(=C1C(F)(F)F)C(=O)NC=1C=NC(=C(C1)C#N)N1N=CC=N1)C